5-[3-[(cyclopropylamino)methyl]-3-fluoro-azetidin-1-yl]-N-(8-fluoro-2-methyl-imidazo[1,2-a]pyridin-6-yl)pyrazine-2-carboxamide C1(CC1)NCC1(CN(C1)C=1N=CC(=NC1)C(=O)NC=1C=C(C=2N(C1)C=C(N2)C)F)F